CONP(=S)=C1C(C(C(=O)O)=CC=C1)O.C(C)(C)(C)N1CCC(CC1)(CO)COCC#CCO Tert-butyl-4-{[(4-hydroxybut-2-yn-1-yl)oxy]methyl}-4-(hydroxymethyl)piperidine (methoxyaminothio-phosphoryl)salicylate